NC1(CCN(CC1)C(=O)OCC1=CC=CC=C1)C1=C(C(=CC=C1)Cl)C benzyl 4-amino-4-(3-chloro-2-methylphenyl)piperidine-1-carboxylate